C(CCC)(=O)N[C@@H]([C@H](O)C)C(=O)O N-butyryl-threonine